C(C)(C)(C)OC(=O)N1CCC(=CC1)C1=C(C=C(C(=O)NC2=CC(=C(C=C2)C=2CCN(CC2)C(=O)OC(C)(C)C)F)C=C1)F tert-butyl 4-(4-(4-(1-(tert-butoxycarbonyl)-1,2,3,6-tetrahydropyridin-4-yl)-3-fluorobenzamido)-2-fluorophenyl)-3,6-dihydropyridine-1(2H)-carboxylate